C(CCCCCCCCCCC)(=O)N1N=C(C=C1)C(=O)NC1CCNCC1 1-lauroyl-N-(piperidin-4-yl)-1H-pyrazole-3-carboxamide